ClC1=C(C=C2C=C(N=CC2=C1)NC(=O)C1CC(C1)(F)F)C1CCN(CC1)[C@]1(COC[C@H]1O)C N-(7-chloro-6-(1-((3S,4S)-4-hydroxy-3-methyltetrahydrofuran-3-yl)piperidin-4-yl)isoquinolin-3-yl)-3,3-difluorocyclobutane-1-carboxamide